FC=1C2=C(C(=NC1)C=1C=NN(C1)C)C(NC2)=O 7-fluoro-4-(1-methyl-1H-pyrazol-4-yl)-1H-pyrrolo[3,4-c]pyridin-3(2H)-one